diethyleneglycol bis[beta-(3-tert-butyl-5-methyl-4-hydroxyphenyl) propionate] C(C)(C)(C)C=1C=C(C=C(C1O)C)CCC(=O)OCCOCCOC(CCC1=CC(=C(C(=C1)C)O)C(C)(C)C)=O